3-chloro-5-(2-{3-[(4-methanesulfonylphenoxy)methyl]piperazin-1-yl}ethyl)benzonitrile ClC=1C=C(C#N)C=C(C1)CCN1CC(NCC1)COC1=CC=C(C=C1)S(=O)(=O)C